ethyl 4-hydroxy-phenylpropionate OC1=CC=C(C=C1)C(C(=O)OCC)C